4,7-dimethyl-3,4-dihydro-1H-spiro[1,8-naphthyridine-2,3'-pyrrolidin] CC1CC2(CNCC2)NC2=NC(=CC=C12)C